C(N)(=O)[C@@H]1C[C@@]2(CN1C([C@H](CC1CC1)N(C(OC(C)(C)C)=O)C)=O)C(NC1=C(O2)C=CC(=N1)C)=O tert-butyl ((S)-1-((2R,5'S)-5'-carbamoyl-6-methyl-3-oxo-3,4-dihydrospiro[pyrido[3,2-b][1,4]oxazine-2,3'-pyrrolidin]-1'-yl)-3-cyclopropyl-1-oxopropan-2-yl)(methyl)carbamate